FC=1C=C(C=C(C1)F)N1CCC=2C=C(N=CC2C1C)C(=O)O 7-(3,5-difluorophenyl)-8-methyl-5,6,7,8-tetrahydro-2,7-naphthyridine-3-carboxylic acid